(S)-4-chloro-N-(8,9-difluoro-6-oxo-1,4,5,6-tetrahydro-2H-pyrano[3,4-c]isoquinolin-1-yl)-3-fluorobenzamide ClC1=C(C=C(C(=O)N[C@@H]2COCC=3NC(C=4C=C(C(=CC4C32)F)F)=O)C=C1)F